ClC=1C(=NC2=CC(=C(C=C2C1N[C@H](C)C1=C(C(=CC=C1)F)F)C=1C=CC(=NC1)P1(CCOCC1)=O)F)C 4-[5-(3-chloro-4-{[(1R)-1-(2,3-difluorophenyl)ethyl]amino}-7-fluoro-2-methylquinolin-6-yl)pyridin-2-yl]-1,4lambda5-oxaphosphinan-4-one